3-(4-(aminomethyl)phenyl)-6-((1-(2-chloro-4-(isoxazol-4-yl)benzyl)-4-hydroxypiperidin-4-yl)methyl)-2-methyl-2,6-dihydro-7H-pyrazolo[4,3-d]pyrimidin-7-one dihydrochloride Cl.Cl.NCC1=CC=C(C=C1)C=1N(N=C2C1N=CN(C2=O)CC2(CCN(CC2)CC2=C(C=C(C=C2)C=2C=NOC2)Cl)O)C